CN1N=C(C2=C1CNC2)C(=O)OCC ethyl 1-methyl-1,4,5,6-tetrahydropyrrolo[3,4-c]pyrazole-3-carboxylate